NC1=CC(=C(C=C1OC)N1CCC2(CC(C2)N2CCN(CC2)C=2C=C3C(N(C(C3=CC2)=O)C2C(NC(CC2)=O)=O)=O)CC1)C=1C=NN(C1)C 5-(4-(7-(4-amino-5-methoxy-2-(1-methyl-1H-pyrazol-4-yl)phenyl)-7-azaspiro[3.5]non-2-yl)piperazin-1-yl)-2-(2,6-dioxopiperidin-3-yl)isoindoline-1,3-dione